The molecule is trianion of all-trans-undecaprenyl diphosphate arising from deprotonation of the diphosphate OH groups; major species at pH 7.3. It is a conjugate base of an all-trans-undecaprenyl diphosphate. CC(=CCC/C(=C/CC/C(=C/CC/C(=C/CC/C(=C/CC/C(=C/CC/C(=C/CC/C(=C/CC/C(=C/CC/C(=C/CC/C(=C/COP(=O)([O-])OP(=O)([O-])[O-])/C)/C)/C)/C)/C)/C)/C)/C)/C)/C)C